OC1=C(C(/C=C/C2=CC=C(C=C2)OC2[C@H](O)[C@@H](O)[C@H](O)[C@H](O2)CO)=O)C=CC=C1 2'-Hydroxy-4-glucosyl-oxychalcone